C(C(C)C)C1=CC(=C(C=C1)CC\C=[N+](/C(C)C)\[O-])C (E)-3-(4-isobutyl-2-methylphenyl)-N-isopropylpropan-1-imine oxide